C1(CC1)C([C@@H](C(=O)NC=1C=NN(C1)C[C@H]1C(N([C@H](C1)C(F)(F)F)C(=O)OC(C)(C)C)=O)NC(=O)C=1N(N=CC1)C(C)C)C1CC1 tert-butyl (3S,5R)-3-[[4-[[(2S)-3,3-dicyclopropyl-2-[(2-isopropylpyrazole-3-carbonyl)amino]propanoyl]amino]pyrazol-1-yl]methyl]-2-oxo-5-(trifluoromethyl)pyrrolidine-1-carboxylate